(3-(2-fluorophenyl)-1-methyl-1H-indazol-7-yl)(4-(1-(1-(pyridin-2-yl)ethyl)-1H-benzo[d]imidazol-2-yl)piperidin-1-yl)methanone FC1=C(C=CC=C1)C1=NN(C2=C(C=CC=C12)C(=O)N1CCC(CC1)C1=NC2=C(N1C(C)C1=NC=CC=C1)C=CC=C2)C